1,4-dimethoxy-2,5-dimethyl-benzene COC1=C(C=C(C(=C1)C)OC)C